1-(3-cyanopropyl)-3-methylimidazole dicyanamide salt [N-](C#N)C#N.C(#N)CCCN1CN(C=C1)C